2-(3-Fluorobenzyl)-5-methylaniline FC=1C=C(CC2=C(N)C=C(C=C2)C)C=CC1